C1(CCCCC1)C=1C=CC(=NC1)C(C)N(C(OC(C)(C)C)=O)C1=CC=C(C=C1)F tert-butyl (1-(5-cyclohexylpyridin-2-yl)ethyl)(4-fluorophenyl)carbamate